N-((3R,4S)-4-(2,4-difluorophenyl)-1-methylpyrrolidin-3-yl)-3-(2-methylpyridin-4-yl)-1H-pyrazolo[3,4-b]pyridine-5-amide FC1=C(C=CC(=C1)F)[C@@H]1[C@H](CN(C1)C)NC(=O)C=1C=C2C(=NC1)NN=C2C2=CC(=NC=C2)C